2-(3-fluoro-4-methylsulfonyl-anilino)-9-[(1S)-2-hydroxy-1-phenyl-ethyl]-7H-purin-8-one FC=1C=C(NC2=NC=C3NC(N(C3=N2)[C@H](CO)C2=CC=CC=C2)=O)C=CC1S(=O)(=O)C